ClC1=C(C=CC(=C1I)F)NS(=O)(=O)N1CCCC1 N-(2-chloro-4-fluoro-3-iodophenyl)pyrrolidine-1-sulfonamide